[(7aS)-2-(difluoromethylidene)-2,3,5,6,7,7a-hexahydro-1H-pyrrolizin-7a-yl]methanol FC(=C1C[C@@]2(CCCN2C1)CO)F